BrC1=CC=C(C=C1)C1(CC1)C#N 1-(4-bromophenyl)cyclopropanecarbonitrile